4-(2-Oxopropyl)-6H-thieno[2,3-b]pyrrole-6-carboxylic acid tert-butyl ester C(C)(C)(C)OC(=O)N1C2=C(C(=C1)CC(C)=O)C=CS2